C(C)(C)(C)C1=CC=C(C=C1)N(C(=O)[C@@H]1NCCC1)C(C(N1CC(C1)=O)=O)C=1C=NC=CC1 (2R)-N-(4-(tert-butyl)phenyl)-N-(2-oxo-2-(3-oxoazetidin-1-yl)-1-(pyridin-3-yl)ethyl)pyrrolidine-2-carboxamide